FC(C=1C=CC2=C([N+](N=N2)=C(N2CCOCC2)N(C)C)C1)(F)F 6-trifluoromethyl-1-((dimethylamino)(morpholino)methylene)-1H-benzotriazolium